CC1(C(C=CC=C1O)O)O 2-methyl-benzene-1,2,3-triol